(3-bromo-2-chloropyridin-4-yl)-3-methyl-1H-pyrazole-5-carboxylic acid ethyl ester C(C)OC(=O)C1=CC(=NN1C1=C(C(=NC=C1)Cl)Br)C